(S)-2-((4-(2-(4-Hydroxyphenyl)propan-2-yl)phenoxy)methyl)azetidine-1-carboxylic acid tert-butyl ester C(C)(C)(C)OC(=O)N1[C@@H](CC1)COC1=CC=C(C=C1)C(C)(C)C1=CC=C(C=C1)O